NC1=NC(=C(C=C1C=1C=C2CCNC(C2=CC1)=O)C1=CC(=C(C=C1)OCCCC(F)F)CN(C)C)F 6-(2-amino-5-(4-(4,4-difluorobutoxy)-3-((dimethylamino)methyl)phenyl)-6-fluoropyridin-3-yl)-3,4-dihydroisoquinolin-1(2H)-one